C1(CC1)[C@H](C1=CC=2N(N=C1)C=C(N2)[C@@H](NC(=O)C2=NSN=C2C)C2CCC(CC2)(F)F)NC(CCC(F)(F)F)=O |o1:3| N-((S)-(7-((R*)-Cyclopropyl(4,4,4-trifluorobutanamido)methyl)imidazo[1,2-b]pyridazin-2-yl)(4,4-difluorocyclohexyl)methyl)-4-methyl-1,2,5-thiadiazole-3-carboxamide